(R)-1-(4-((3-(4-(difluoromethoxy)phenyl)imidazo[1,2-a]pyrazin-8-yl)amino)-2-methylbenzoyl)-N-((2-oxooxazolidin-5-yl)methyl)piperidine-4-carboxamide FC(OC1=CC=C(C=C1)C1=CN=C2N1C=CN=C2NC2=CC(=C(C(=O)N1CCC(CC1)C(=O)NC[C@@H]1CNC(O1)=O)C=C2)C)F